NC1=NC(=C2N=CN(C2=N1)CCNC(=O)NC1=CC(=NN1CC)C)N1CCC(CC1)C1=CC=CC=C1 1-(2-(2-amino-6-(4-phenylpiperidin-1-yl)-9H-purin-9-yl)ethyl)-3-(1-ethyl-3-methyl-1H-pyrazol-5-yl)urea